C(C1=CC=CC=C1)NC12CC(C1)(C2)C2(CCC2)C(=O)NC2=CC=C(C=C2)F 1-(3-(benzylamino)bicyclo[1.1.1]pentan-1-yl)-N-(4-fluorophenyl)cyclobutanecarboxamide